O[C@H]1[C@@H](CCCC1)NC1=C(C(=C(N=N1)C1=C(C=C(C=C1)C(F)(F)F)O)C)C 2-(6-{[(1R,2R)-2-hydroxycyclohexyl]amino}-4,5-dimethylpyridazin-3-yl)-5-(trifluoromethyl)phenol